(2E)-2-methoxyimino-N-methyl-2-[3-methyl-2-[[(e)-tetralin-1-ylideneamino]oxy-methyl]phenyl]acetamide CO\N=C(\C(=O)NC)/C1=C(C(=CC=C1)C)CO/N=C/1\CCCC2=CC=CC=C12